Alpha-methylacetaldehyde CCC=O